2-hydroxyethyl octadecenoate C(C=CCCCCCCCCCCCCCCC)(=O)OCCO